5-bromo-8-(4-(ethoxymethyl)-2,6-dimethoxyphenyl)isoquinoline BrC1=C2C=CN=CC2=C(C=C1)C1=C(C=C(C=C1OC)COCC)OC